C(C)(=O)N[C@@H](CCCCN)C(=O)O acetyl-lysin